NC1=C(C(=O)NC(C)C)C=C(C=N1)C1=C(C=C(C=C1)NC([C@@](C)(C1=CC=CC=C1)O)=O)C (R)-2-amino-5-(4-(2-hydroxy-2-phenylpropanamido)-2-methylphenyl)-N-isopropylnicotinamide